[4-(methoxymethyl)-2-methylpyridin-3-yl]methanol COCC1=C(C(=NC=C1)C)CO